3-fluoro-4-(sulfanylmethyl)benzonitrile FC=1C=C(C#N)C=CC1CS